ClC1=CC2=C(C=N1)C(=NN2C2OCCCC2)N2CC(N(CC2)C)C 6-Chloro-3-(3,4-dimethylpiperazin-1-yl)-1-(tetrahydro-2H-pyran-2-yl)-1H-pyrazolo[4,3-c]pyridine